3-{4-[(2-{3-[(4-methanesulfonyl-2-methoxyphenyl)amino]prop-1-yn-1-yl}-1-(2,2,2-trifluoroethyl)-1H-indol-4-yl)amino]piperidin-1-yl}propanenitrile CS(=O)(=O)C1=CC(=C(C=C1)NCC#CC=1N(C2=CC=CC(=C2C1)NC1CCN(CC1)CCC#N)CC(F)(F)F)OC